5-[[2-[(2R,4R,5R)-4-hydroxy-5-methyl-2-phenyl-1-piperidyl]-2-oxo-acetyl]amino]pyridine-3-carboxamide O[C@@H]1C[C@@H](N(C[C@H]1C)C(C(=O)NC=1C=C(C=NC1)C(=O)N)=O)C1=CC=CC=C1